CN1CCC[C@H]1C2=CN=CC=C2.[C@@H]([C@H](C(=O)O)O)(C(=O)O)O.[C@@H]([C@H](C(=O)O)O)(C(=O)O)O (-)-Nicotine ditartrate